(4-((6,7-bis(2-methoxyethoxy)quinazolin-4-yl)oxy)-3-trifluoromethylphenyl)-1-(2-fluorophenyl)-2-oxo-1,2,4,5,6,7-hexahydropyrazolo[1,5-a]pyridine-3-carboxamide COCCOC=1C=C2C(=NC=NC2=CC1OCCOC)OC1=C(C=C(C=C1)C1C=2N(CCC1)N(C(C2C(=O)N)=O)C2=C(C=CC=C2)F)C(F)(F)F